C12(CC3CC(CC(C1)C3)C2)CN2N=CC(=C2)C2=C(C=3N(C=C2)C=CN3)C(=O)OC methyl 7-(1-(adamantan-1-ylmethyl)-1H-pyrazol-4-yl)imidazo[1,2-a]pyridine-8-carboxylate